S(O)(O)(=O)=O.C(C(=C)C)(=O)OCCN(C)C dimethylaminoethyl methacrylate sulfuric acid salt